tert-butyl 4-(4-(4,4,5,5-tetramethyl-1,3,2-dioxaborolan-2-yl)pyridin-2-yl)piperazine-1-carboxylate CC1(OB(OC1(C)C)C1=CC(=NC=C1)N1CCN(CC1)C(=O)OC(C)(C)C)C